C(C1=CC=CC=C1)OC(=O)N1C(N(C[C@H]1C(N(C)C1=CC(=C(C=C1)F)Cl)=O)S(=O)(=O)C)=O (5S)-5-[(3-chloro-4-fluoro-phenyl)-methyl-carbamoyl]-3-methyl-sulfonyl-2-oxo-imidazolidine-1-carboxylic acid benzyl ester